C(C)N(N(C(=O)OC(C)(C)C)C)C(=O)O[C@H]1C[C@H](CC1)C1=NN(C(=C1)N)C(C)(C)C 1-((1R,3S)-3-(5-amino-1-(tert-butyl)-1H-pyrazol-3-yl)cyclopentyl) 2-(tert-butyl) 1-ethyl-2-methylhydrazine-1,2-dicarboxylate